ClC1=C(CN2N=CC3=C(C=C(C=C23)C2=CN(C3=C(N=CC=C32)O)C)NS(=O)(=O)CC)C=CC=C1Cl N-(1-(2,3-dichlorobenzyl)-6-(7-hydroxy-1-methyl-1H-pyrrolo[2,3-c]pyridin-3-yl)-1H-indazol-4-yl)ethanesulfonamide